NC1=C(C(=O)N2CCC(CC2)C2=NC=NC3=CC(=CC=C23)N2CCN(CC2)CCCCCCCCCCC=2C=C3CN(C(C3=CC2)=O)C2C(NC(CC2)=O)=O)C=CC(=C1)OC(F)(F)F 3-(5-(10-(4-(4-(1-(2-amino-4-(trifluoromethoxy)benzoyl)piperidin-4-yl)quinazolin-7-yl)piperazin-1-yl)decyl)-1-oxoisoindolin-2-yl)piperidine-2,6-dione